C(CCC)C=1C=C(C=C(C1O)CCCC)C(C(=O)OCCCCCCCCCCCCCCCCCC)C octadecyl (3,5-dibutyl-4-hydroxy-phenylpropionate)